4-[5-(difluoromethyl)-1,3,4-oxadiazol-2-yl]-2-{1-[(3-methylphenyl)methyl]-1H-imidazol-2-yl}pyridine FC(C1=NN=C(O1)C1=CC(=NC=C1)C=1N(C=CN1)CC1=CC(=CC=C1)C)F